4-methyl-2-[4-(4-hydroxy-piperazin-1-yl)-6-morpholin-4-yl-pyrimidin-2-ylamino]-thiazole-5-carboxylic acid ethyl ester C(C)OC(=O)C1=C(N=C(S1)NC1=NC(=CC(=N1)N1CCN(CC1)O)N1CCOCC1)C